[N+](=O)([O-])C1=C(C=C(C(=O)[O-])C=C1)NCC1OCCC1 4-nitro-3-(((tetrahydrofuran-2-yl)methyl)amino)benzoate